B([O-])([O-])O.FC(F)(F)[P+](C(F)(F)F)(C(F)(F)F)C(F)(F)F.[Li+] lithium tetrakis(trifluoromethyl)phosphonium borate